C(C1=CC=CC=C1)C1=C2N(C=C(N1)C1=CC=CC=C1)C(C(=N2)CC=2C=C(C=CC2)NC(OC(C)(C)C)=O)=O tert-butyl (3-((8-benzyl-3-oxo-6-phenyl-3,7-dihydroimidazo[1,2-a]pyrazin-2-yl)methyl)phenyl)carbamate